(2r,3r,4r)-2,3,4,5-tetrahydroxyvaleraldehyde O[C@@H](C=O)[C@@H]([C@@H](CO)O)O